2-t-butylazo-2-cyano-4-methylpentane C(C)(C)(C)N=NC(C)(CC(C)C)C#N